FC(C1=CC=C(C=C1)/C=C/C(=O)C1=CC=C(OCC(=O)O)C=C1)(F)F 2-[4-[(E)-3-[4-(Trifluoromethyl)phenyl]prop-2-enoyl]phenoxy]acetic acid